COC1=CC(=C(C=C1)C1=CC(=NC=C1)C1=C(C(=O)N)C=CC=C1)[N+](=O)[O-] (4-(4-methoxy-2-nitrophenyl)pyridin-2-yl)benzamide